Phosphonooxy methyl ether COOP(=O)(O)O